C1(CC1)S(=O)(=O)NC=1SC=C(N1)C(C(=O)NC1=C(C=C(C=C1)C=1C=NC=C(C1)OC(C)C)F)(C)C 2-(2-(cyclopropanesulfonylamino)thiazol-4-yl)-N-(2-fluoro-4-(5-isopropoxypyridin-3-yl)phenyl)-2-methylpropanamide